C(C)OC(=O)C1=C(C2=C(CC3(C4=CN(N=C24)CC2=NC=C(C=C2)C)CCC3)O1)C(F)(F)F 2'-[(5-methylpyridin-2-yl)methyl]-8'-(trifluoromethyl)-2',5'-dihydrospiro[cyclobutane-1,4'-furo[2,3-g]indazole]-7'-carboxylic acid ethyl ester